ClC(COP(=O)(OCC(C)Cl)OCC(C)Cl)C tris(2-chloropropyl)phosphate